C[C@@H](COC1=CC=CC=C1CC2=CC=CC=C2)[NH+]3CCCCC3 The molecule is an ammonium ion resulting from the protonation of the nitrogen of (S)-benproperine. It is a conjugate acid of a (S)-benproperine. It is an enantiomer of a (R)-benproperine(1+).